(2-(((2R,3S,4R,5R)-5-(2-chloro-4-(cyclopentylamino)pyrrolo[2,1-f][1,2,4]triazin-7-yl)-3,4-dihydroxytetrahydrofuran-2-yl)methoxy)-1,3-dihydroxypropan-2-yl)phosphonic acid ClC1=NN2C(C(=N1)NC1CCCC1)=CC=C2[C@@H]2[C@@H]([C@@H]([C@H](O2)COC(CO)(CO)P(O)(O)=O)O)O